N-(3-ethynylphenyl)-7-methoxy-5-nitro-6-(piperidin-4-yloxy)quinazolin-4-amine C(#C)C=1C=C(C=CC1)NC1=NC=NC2=CC(=C(C(=C12)[N+](=O)[O-])OC1CCNCC1)OC